O1CCN(CC1)C(=O)N1N=C2C=CC=C(C2=C1)[N+](=O)[O-] morpholino(4-nitro-2H-indazol-2-yl)methanone